2-[(4R)-4-amino-5-hydroxy-pentyl]-7-fluoro-6-[5-(trifluoromethyl)pyrimidin-2-yl]isoquinolin-1-one N[C@H](CCCN1C(C2=CC(=C(C=C2C=C1)C1=NC=C(C=N1)C(F)(F)F)F)=O)CO